[N+](=O)([O-])C1=CC=C([NH+](C)C)C=C1 p-nitro-N,N-dimethyl-anilinium